thioglucal O1C=C[C@@H](S)[C@H](O)[C@H]1CO